ClCC1=CC(=C(C=C1)CN1C=CC=2N=C(N=C(C21)NCCCCC)N)OC 5-[[4-(chloromethyl)-2-methoxy-phenyl]methyl]-N4-pentyl-pyrrolo[3,2-d]pyrimidine-2,4-diamine